FC(S(=O)(=O)[O-])(F)F.FC(S(=O)(=O)[NH2+]C(C)C)(F)F trifluoromethanesulfonyl-isopropylammonium trifluoromethanesulfonate